OCCC(C(N)(N)N)CN 2-hydroxyethyl-1,3-diaminopropanediamine